tert-butyl (2-((4-cyanophenyl)(methyl)amino)-2-oxoethyl)carbamate C(#N)C1=CC=C(C=C1)N(C(CNC(OC(C)(C)C)=O)=O)C